N[C@@H](C(=O)N1CCN(CC1)C1=CC(=CC=C1)OC(F)(F)F)CC (R)-2-amino-1-(4-(3-(trifluoromethoxy)phenyl)piperazin-1-yl)butan-1-one